tert-butyl (S)-3-methyl-5-((1-(3-(5-methylnicotinamido)phenyl) ethyl)amino)-1H-pyrazolo[3,4-b]pyrazine-1-carboxylate CC1=NN(C2=NC=C(N=C21)N[C@@H](C)C2=CC(=CC=C2)NC(C2=CN=CC(=C2)C)=O)C(=O)OC(C)(C)C